3-{[3-(Ethoxycarbonyl)-7-(1,2,3,4-tetrahydropyrido[3,2-b]pyridin-1-yl)quinolin-4-yl]amino}-5-(3,4,5,6-tetrahydro-2H-pyran-4-yloxy)benzoic acid C(C)OC(=O)C=1C=NC2=CC(=CC=C2C1NC=1C=C(C(=O)O)C=C(C1)OC1CCOCC1)N1C2=C(CCC1)N=CC=C2